CC1N(C(C=C(C1)C1=NN(C(=C1)C)C1=CC=C(C=C1)OC(F)(F)F)C)C(=O)OC(C)(C)C tert-butyl 2,6-dimethyl-4-[5-methyl-1-[4-(trifluoromethoxy)phenyl]pyrazol-3-yl]-3,6-dihydro-2H-pyridine-1-carboxylate